CON(C(CC[C@@H](C)[C@H]1CC[C@H]2[C@@H]3[C@@H]([C@@H]([C@@H]4C[C@@H](CC[C@]4(C)[C@H]3CC[C@]12C)O)CC)O)=O)C N-methoxy-N-methyl-3α,7α-dihydroxy-6α-ethyl-5β-cholan-24-amide